1-phenylhex-2,4-diyne-1,6-diol C1(=CC=CC=C1)C(C#CC#CCO)O